O1C[C@@H](CC1)C(=O)O |r| (±)-tetrahydrofuran-3-carboxylic acid